2-oxo-3-(pyrimidin-2-yl)oxazolidine-4-carboxamide O=C1OCC(N1C1=NC=CC=N1)C(=O)N